(3-(4-(pyrimidin-5-yl)benzyl)-1,2,3-oxadiazol-3-ium-5-yl)((5-(trifluoromethyl)pyridin-3-yl)carbamoyl)amide N1=CN=CC(=C1)C1=CC=C(C[N+]2=NOC(=C2)[N-]C(NC=2C=NC=C(C2)C(F)(F)F)=O)C=C1